1-Cyclohexyl-N-((7-(5-(Difluoromethyl)-1,3,4-Oxadiazol-2-Yl)Imidazo[1,2-a]Pyridin-2-Yl)Methyl)-N-(3-Fluorophenyl)Piperidine-4-Sulfonamide C1(CCCCC1)N1CCC(CC1)S(=O)(=O)N(C1=CC(=CC=C1)F)CC=1N=C2N(C=CC(=C2)C=2OC(=NN2)C(F)F)C1